2-(vinyloxy)propionitrile C(=C)OC(C#N)C